FC=1C=CC=2C3=C(NC(C2C1)=O)COC[C@@H]3N(C(=O)C3=CC=C1C=NN(C1=C3)C(=O)OC(C)(C)C)C |r| Racemic-tert-butyl 6-((8-fluoro-6-oxo-1,4,5,6-tetrahydro-2H-pyrano[3,4-c]isoquinolin-1-yl)(methyl)carbamoyl)-1H-indazole-1-carboxylate